6'-(pyrimidin-4-ylamino)-1'H-spiro[cyclopentane-1,3'-imidazo[1,5-a]pyridine]-1',5'(2'H)-dione N1=CN=C(C=C1)NC1=CC=C2N(C1=O)C1(NC2=O)CCCC1